CN1C(=NN=C1)SC(C)C=1C=C(C=CC1)NC(=O)C=1C=NC2=CC=CC=C2C1 N-(3-(1-((4-Methyl-4H-1,2,4-triazol-3-yl)thio)ethyl)phenyl)quinoline-3-carboxamide